tert-butyl (5-nitro-6-(trifluoromethyl)pyridin-3-yl)carbamate [N+](=O)([O-])C=1C=C(C=NC1C(F)(F)F)NC(OC(C)(C)C)=O